(S)-2-((tert-butoxycarbonyl)amino)-3-(tetrahydro-2H-pyran-4-yl)propionic acid C(C)(C)(C)OC(=O)N[C@H](C(=O)O)CC1CCOCC1